5-chloro-3-(pyridazin-4-yl)thieno[3,2-b]pyridine ClC1=CC=C2C(=N1)C(=CS2)C2=CN=NC=C2